BrC=1C(=NC(=NC1)NC(C)C1=CC=CC=C1)NC1=NNC(=C1)C1CC1 5-Bromo-N4-(5-cyclopropyl-1H-pyrazol-3-yl)-N2-(1-phenylethyl)pyrimidine-2,4-diamine